ICCOC(C(CC=O)(NC(CO[N+](=O)[O-])=O)OCC(CC)OC1=C(C=C(C=C1C)C1=NC2=CC(=CC(=C2C(N1)=O)OC)OC)C)=O (2-[4-(5,7-dimethoxy-4-oxo-3,4-dihydro-quinazolin-2-yl)-2,6-dimethyl-phenoxy]butyloxy)-4-oxo-2-(2-(nitroxy)acetylamino)-butyric acid 2-iodoethyl ester